2-((Tetrahydro-2H-pyran-4-yl)amino)benzamide O1CCC(CC1)NC1=C(C(=O)N)C=CC=C1